OC1=C(C=O)C=C(C=C1[N+](=O)[O-])C=1SC=CC1 2-hydroxy-3-nitro-5-(thiophen-2-yl)benzaldehyde